BrC1=CC=C(C=C1)C1=NOC(=N1)C(C)(C)S(=O)(=O)N 2-[3-(4-bromophenyl)-1,2,4-oxadiazol-5-yl]propane-2-sulfonamide